C(C)OC(=O)C=1C=NC(=CC1OC1CC1)Cl 6-chloro-4-cyclopropoxy-pyridine-3-carboxylic acid ethyl ester